hexadienetriamine C(C=CC=CC)(N)(N)N